C1NC[C@@H]2[C@H]1CCN(CC2)C=2SC(=C(N2)C2=CC=C(C#N)C=C2)C2=CC1=C(N(C=N1)C)C=C2 cis-4-(2-{Decahydropyrrolo[3,4-d]azepin-6-yl}-5-(1-methyl-1H-1,3-benzodiazol-5-yl)-1,3-thiazol-4-yl)benzonitril